methyl 6-[3-[1-(11-tert-butoxy-11-oxo-undecyl)triazol-4-yl]phenoxy]pyridine-3-carboxylate C(C)(C)(C)OC(CCCCCCCCCCN1N=NC(=C1)C=1C=C(OC2=CC=C(C=N2)C(=O)OC)C=CC1)=O